3-(2-Chloro-5-fluorophenoxy)-N-(3-methanesulfonylphenyl)-6-(trifluoromethyl)pyridazine-4-carboxamide ClC1=C(OC=2N=NC(=CC2C(=O)NC2=CC(=CC=C2)S(=O)(=O)C)C(F)(F)F)C=C(C=C1)F